(E)-5-[2-(3-fluoropyridin-2-yl)vinyl]-2-isopropylphenol FC=1C(=NC=CC1)/C=C/C=1C=CC(=C(C1)O)C(C)C